NC1=C(SC=2N=C(N=C(C21)C)C)C(=O)NC2CC=1C=CC(=NC1CC2)N2CC(C(C2)N)(C)CF 5-amino-N-{2-[4-amino-3-(fluoromethyl)-3-methylpyrrolidin-1-yl]-5,6,7,8-tetrahydroquinolin-6-yl}-2,4-dimethylthieno[2,3-d]pyrimidine-6-carboxamide